4-bromo-2H-1,2,3-triazol BrC1=NNN=C1